(dimethylamino)pentane-1,2-diyldioleate hydrochloride Cl.CN(C)C(C(=O)O)CCCCCC\C=C/CCCCCCCCC(CCCCCCCCC\C=C/CCCCCCCC(=O)O)CCC